(S)-2-(cyclopropanecarbonyl)-N-methyl-N-(1-phenylethyl)-1,2,3,4-tetrahydroisoquinoline-7-sulfonamide C1(CC1)C(=O)N1CC2=CC(=CC=C2CC1)S(=O)(=O)N([C@@H](C)C1=CC=CC=C1)C